14-Methyl-16-oxabicyclo[10.3.1]hexadec-12-ene CC1C=C2CCCCCCCCCCC(C1)O2